OC=C1C(C(CC(C1)(C)CNC(OC(C)(C)C)=O)(C)C)=O tert-butyl ((5-(hydroxymethylene)-1,3,3-trimethyl-4-oxocyclohexyl)methyl)carbamate